2,5-dioxopyrrolidin-1-yl N-(2-acetoxyethyl)-N-(2-((((2,7-bis((2-(2-(2-(2-azidoethoxy)ethoxy)ethoxy)ethyl)carbamoyl)-9H-fluoren-9-yl)methoxy)carbonyl)amino)ethyl)glycinate C(C)(=O)OCCN(CC(=O)ON1C(CCC1=O)=O)CCNC(=O)OCC1C2=CC(=CC=C2C=2C=CC(=CC12)C(NCCOCCOCCOCCN=[N+]=[N-])=O)C(NCCOCCOCCOCCN=[N+]=[N-])=O